4,4'-Dianilino-1,1'-Binaphthyl-5,5'-Disulfonic Acid, Diphosphate salt OP(O)(=O)OP(=O)(O)O.N(C1=CC=CC=C1)C1=CC=C(C=2C=CC=C(C12)S(=O)(=O)O)C1=CC=C(C=2C(=CC=CC12)S(=O)(=O)O)NC1=CC=CC=C1